(S)-2-(6-(3-methyl-1H-pyrrolo[2,3-b]pyridin-5-yl)-2-((S)-3,3,3-Trifluoro-2-hydroxy-2-methylpropionyl)-1,2,3,4-tetrahydroisoquinolin-8-yl)pyrrolidine-1-carboxylic acid tert-butyl ester C(C)(C)(C)OC(=O)N1[C@@H](CCC1)C=1C=C(C=C2CCN(CC12)C([C@](C(F)(F)F)(C)O)=O)C=1C=C2C(=NC1)NC=C2C